6-bromo-5-(pyrimidin-2-yl)-7-((2-(trimethylsilyl)ethoxy)methyl)-7H-pyrrolo[2,3-d]pyrimidin-4-amine BrC1=C(C2=C(N=CN=C2N)N1COCC[Si](C)(C)C)C1=NC=CC=N1